CC1=CCC(CC1)NC(OC(C)(C)C)=O tert-Butyl 4-methylcyclohex-3-enylcarbamate